(2R,3S,4R,5S)-N-(3-carbamoylphenyl)-3-[2-(difluoromethoxy)-3,4-difluoro-phenyl]-4,5-dimethyl-5-(trifluoromethyl)tetrahydrofuran-2-carboxamide C(N)(=O)C=1C=C(C=CC1)NC(=O)[C@@H]1O[C@@]([C@@H]([C@H]1C1=C(C(=C(C=C1)F)F)OC(F)F)C)(C(F)(F)F)C